COC1=CC=2C3=C(C=NC2C=C1)C(=NN3C3=CC=CC=C3)C3=CC=C(C=C3)N3CCN(CC3)C 1-(4-{8-methoxy-1-phenyl-1H-pyrazolo[4,3-c]quinolin-3-yl}phenyl)-4-methylpiperazine